[C].[Co].[W] tungsten-cobalt carbon